COC1=C(C2=C(N(C(N2C)=O)C2C(N(C(CC2)=O)CC2=CC=C(C=C2)OC)=O)C=C1)OC(=O)N1CCCCC1 5-methoxy-1-(1-(4-methoxybenzyl)-2,6-dioxopiperidin-3-yl)-3-methyl-2-oxo-2,3-dihydro-1H-benzo[d]imidazol-4-ylpiperidine-1-carboxylate